1,1-bis(tert-amyl-peroxy)-3,3,5-trimethylcyclohexane C(C)(C)(CC)OOC1(CC(CC(C1)C)(C)C)OOC(C)(C)CC